O=CC[C@H](C1=CC(=CC=C1)C(F)(F)F)NC(OCC1=CC=CC=C1)=O benzyl (R)-(3-oxo-1-(3-(trifluoromethyl)phenyl)propyl)carbamate